4-cyclopropyl-7-fluoronaphthalen-1-amine C1(CC1)C1=CC=C(C2=CC(=CC=C12)F)N